CC1=CC=C(C=C1)S(=O)(=O)C=CC(=O)N 3-[(4-methylphenyl)sulphonyl]prop-2-enamide